β-D-maltose octaacetate CC(=O)OC[C@@H]1[C@H]([C@@H]([C@H]([C@@H](O1)OC(=O)C)OC(=O)C)OC(=O)C)O[C@H]2[C@@H]([C@H]([C@@H]([C@H](O2)COC(=O)C)OC(=O)C)OC(=O)C)OC(=O)C